BrC1=C(C2=C(N(C=N2)CC)C=C1)OC 5-Bromo-1-ethyl-4-methoxy-1H-benzo[d]imidazole